NC=1C=C(C(=C(C1)[C@@H](C)NC(=O)C=1/C(/NC=C(C1)Br)=N/[C@@H](CO)C)F)C(F)(F)F (Z)-N-((R)-1-(5-amino-2-fluoro-3-(trifluoromethyl)phenyl)ethyl)-5-bromo-2-(((R)-1-hydroxypropan-2-yl)imino)-1,2-dihydropyridine-3-carboxamide